3-bromo-4-[3-(methylamino)cyclobutoxy]benzoate BrC=1C=C(C(=O)[O-])C=CC1OC1CC(C1)NC